[(3aS,7aS)-3a-(3,4-dimethoxyphenyl)-1-methyl-3,4,5,7a-tetrahydro-2H-indol-6-yl] dihydrogen phosphate P(=O)(OC=1CC[C@]2(CCN([C@H]2C1)C)C1=CC(=C(C=C1)OC)OC)(O)O